CC(CC)(CCCC(C)C)OC(C1=CC=C(C=C1)OC)=O 3,7-Dimethyloctan-3-yl-4-methoxybenzoat